1,1,1,2,3-pentafluoropentane FC(C(C(CC)F)F)(F)F